C(C1=CC=CC=C1)OC(C[C@@H](C(=O)NC1=CC=C(C=C1)N1CCOCC1)NS(=O)(=O)C1=CC=C(C=C1)C)=O (S)-3-(4-methylphenylsulfonamido)-4-(4-morpholinophenylamino)-4-oxobutanoic acid benzyl ester